3,5-dichloro-2-methoxybenzoic acid ClC=1C(=C(C(=O)O)C=C(C1)Cl)OC